3-(benzyloxy)-4-(1,3-dioxolan-2-yl)-5-[(4-methoxyphenyl)methoxy]phenol C(C1=CC=CC=C1)OC=1C=C(C=C(C1C1OCCO1)OCC1=CC=C(C=C1)OC)O